O[C@H]1[C@H](O[C@@]2([C@@H](CCO2)NC(=O)C=2C=3C=CN=CC3C=CC2)[C@@H]([C@H]1N1N=NC(=C1)C1=CC(=C(C(=C1)F)F)F)O)CO N-((4R,5S,7R,8R,9S,10R)-8,10-dihydroxy-7-(hydroxymethyl)-9-(4-(3,4,5-trifluorophenyl)-1H-1,2,3-triazol-1-yl)-1,6-dioxaspiro[4.5]decan-4-yl)isoquinoline-5-carboxamide